C1(=CC=CC=C1)NC(NC=1C=C(C=CC1NC(=O)NC1=CC=CC=C1)NS(=O)(=O)C1=CC=CC=C1)=O N-(3,4-bis(3-phenylureido)phenyl)benzenesulfonamide